tert-Butyl 4-[4-({7-oxo-8-phenyl-5-[2-(triisopropylsilyl)ethynyl]pyrido[2,3-d]pyrimidin-2-yl}amino)phenyl]-1,4-diazepane-1-carboxylate O=C1C=C(C2=C(N=C(N=C2)NC2=CC=C(C=C2)N2CCN(CCC2)C(=O)OC(C)(C)C)N1C1=CC=CC=C1)C#C[Si](C(C)C)(C(C)C)C(C)C